2-(ethoxycarbonyl)vinyl acetate C(C)(=O)OC=CC(=O)OCC